C(C)N(C(O)=O)C1=NC=CC(=C1)C=1C=C2C(=NNC2=CC1)N.NC1=NNC2=CC=C(C=C12)C1=CC(=NC=C1)NC(N(C)CCO)=O 3-(4-(3-Amino-1H-indazol-5-yl)pyridin-2-yl)-1-(2-hydroxyethyl)-1-methylurea Ethyl-(4-(3-amino-1H-indazol-5-yl)pyridin-2-yl)carbamate